3-((2S)-2-hydroxy-3-(8-(4-methoxy-3-methylphenylsulfonyl)-1-oxa-8-azaspiro[4.5]decan-3-ylamino)propoxy)-N-methylbenzenesulfonamide O[C@H](COC=1C=C(C=CC1)S(=O)(=O)NC)CNC1COC2(C1)CCN(CC2)S(=O)(=O)C2=CC(=C(C=C2)OC)C